CC1(CC(C=2C=C(N(C2C1)C1=CC=CC=C1)C1=C([C-](C=C1)C(=O)O)CC1=CC=CC=C1)=O)C.[CH-]1C=CC=C1.[Fe+2].BrC1=CC=C(C=C1)C1=NC=C(N=C1)C1=CC=C(C=C1)Br 2,5-Bis(4-bromophenyl)pyrazine (6,6-dimethyl-4-oxo-1-phenyl-4,5,6,7-tetrahydro-1H-indol-2-yl)(phenyl)methyl-ferroceneate